C(CCCCCCC\C=C/CCCCCCCC)OC[C@@H](OCCCCCCCC\C=C/CCCCCCCC)COP(=O)(O)OCCN 1,2-Dioleyl-sn-glycero-3-phosphoethanolamin